(cis-6-methylmorpholin-2-yl)methanol hydrochloride Cl.C[C@@H]1O[C@@H](CNC1)CO